O1C(CCCC1)OC1CN(C1)C1=NC=CC=C1 2-{3-[(tetrahydropyran-2-yl)oxy]azetidin-1-yl}pyridine